2-(4-allylpiperidin-1-yl)-4-nitrobenzoic acid C(C=C)C1CCN(CC1)C1=C(C(=O)O)C=CC(=C1)[N+](=O)[O-]